molybdenum-niobium-copper-molybdenum-titanium-nickel [Ni].[Ti].[Mo].[Cu].[Nb].[Mo]